ClC1=C(C(=O)NCC(=O)N[C@@H](CC(C)C)B2OC([C@@H]3COC[C@@H](C(O2)=O)N3C)=O)C=C(C=C1)Cl 2,5-dichloro-N-(2-(((R)-3-methyl-1-((1S,7S)-11-methyl-2,6-dioxo-3,5,9-trioxa-11-aza-4-borabicyclo[5.3.1]undecan-4-yl)butyl)amino)-2-oxoethyl)benzamide